(2-((5-(6-ethyl-2,6-diazaspiro[3.3]hept-2-yl)pyridin-2-yl)amino)-5-fluoropyrimidin-4-yl)-7-isopropyl-3,5-dimethylthieno[2,3-d]pyridazin-4(5H)-one C(C)N1CC2(CN(C2)C=2C=CC(=NC2)NC2=NC=C(C(=N2)C2=C(C3=C(C(=NN(C3=O)C)C(C)C)S2)C)F)C1